(Z)-2-(3,4,4-trifluoro-4-((2-fluorophenyl)thio)but-2-en-1-yl)isoindoline-1,3-dione F\C(=C/CN1C(C2=CC=CC=C2C1=O)=O)\C(SC1=C(C=CC=C1)F)(F)F